4-(((((1R,2S,5R)-2-carbamoyl-7-oxo-1,6-diazabicyclo[3.2.1]octan-6-yl)oxy)sulfonyl)oxy)-2,2,3,3-tetramethylbutyl propionate C(CC)(=O)OCC(C(COS(=O)(=O)ON1[C@@H]2CC[C@H](N(C1=O)C2)C(N)=O)(C)C)(C)C